FC1=CC=C(C=C1)N1N=C(C=C1)C(=O)NC1=CC(=C(C=C1)C)NC1=NC=CC=C1C1=C2N=CN(C2=NC=N1)C1OCCCC1 1-(4-fluorophenyl)-N-(4-methyl-3-((3-(9-(tetrahydro-2H-pyran-2-yl)-9H-purin-6-yl)pyridin-2-yl)amino)phenyl)-1H-pyrazole-3-carboxamide